((3aR,6aS)-5-(4-(2-hydroxy-prop-2-yl)-6-methylpyrimidin-2-yl)hexahydropyrrolo[3,4-c]pyrrol-2(1H)-yl)methanone OC(C)(C)C1=NC(=NC(=C1)C)N1C[C@@H]2[C@H](C1)CN(C2)C=O